C(C1=CC=CC=C1)N1[C@@H]([C@@H]2CC[C@H](C1)N2C(=O)OC(C)(C)C)[C@H](CO)OCC2=CC=CC=C2 tert-butyl (1S,2S,5R)-3-benzyl-2-((R)-1-(Benzyloxy)-2-hydroxyethyl)-3,8-diazabicyclo[3.2.1]octane-8-carboxylate